C[C@H]1C[C@]2([C@H]([C@H]1O)/C=C(/CC[C@H]3[C@H](C3(C)C)/C=C(/C2=O)\\C)\\C)OC(=O)/C=C/C4=CC=CC=C4 The molecule is a lathyrane diterpenoid isolated from the roots of Euphorbia micractina. It is a lathyrane diterpenoid and a cinnamate ester.